2-[5-benzyloxy-1-(4-fluoro-3-methyl-phenyl)-2-isopropyl-indol-3-yl]Acetic acid C(C1=CC=CC=C1)OC=1C=C2C(=C(N(C2=CC1)C1=CC(=C(C=C1)F)C)C(C)C)CC(=O)O